3-(1-Methylpyrrolidin-2-yl)pyridine CN1C(CCC1)C=1C=NC=CC1